OC(=O)C(F)(F)F.FC(C1=CC=C(C=C1)N1CC2N(C3C1CC3)CCNC2)(F)F 3-(4-(trifluoromethyl)phenyl)decahydro-2H-cyclobuta[e]pyrazino[1,2-a]pyrazine TFA salt